F[B-](F)(F)F.C(C)N(C1=NC(C2=CC=3C(=NC(C3C=C12)=[N+](CC)CC)N(CC)CC)=[N+](CC)CC)CC.F[B-](F)(F)F [3,7-Bis(diethylamino)-5-(diethylazaniumylidene)-1,5-dihydro-2,6-diaza-s-indacen-1-ylidene]bis(ethyl)azanium tetrafluoroborate